CC1=C(C(=O)O)C=CC=N1.C(C1=CN=CC=C1)(=O)OC methyl nicotinate (methyl nicotinate)